CN1CCC(CC1)NC(=O)C=1C=NN2C1C=C(C=C2)C2=CNC1=NC=C(C=C12)C(=O)NC=1C=NN(C1)C1CCNCC1 3-(3-((1-methylpiperidin-4-yl)carbamoyl)pyrazolo[1,5-a]pyridin-5-yl)-N-(1-(piperidin-4-yl)-1H-pyrazol-4-yl)-1H-pyrrolo[2,3-b]pyridine-5-carboxamide